C(C)[N+](CCCCCCC[N+](CC)(CC)CC)(CC)CC heptamethylenebis(triethylammonium)